2,3-dimethyl-7-((2S)-2-(1-methyl-1H-pyrazol-4-yl)-4-morpholinyl)-5-(2,4,5-trifluoro-phenyl)pyrido[4,3-d]-pyrimidin-4(3H)-one CC=1N(C(C2=C(N1)C=C(N=C2C2=C(C=C(C(=C2)F)F)F)N2C[C@@H](OCC2)C=2C=NN(C2)C)=O)C